[Cl-].NC1=NC(=NC=C1CN1CSC(=C1C)CCO)C 3-((4-amino-2-methyl-5-pyrimidinyl)methyl)-5-(2-hydroxyethyl)-4-methylthiazole chloride